2-[2-[4-[2-[4-(6-hydroxy-2-phenyl-3,4-dihydro-1H-isoquinolin-1-yl)phenoxy]ethyl]piperazin-1-yl]ethoxy]acetic acid OC=1C=C2CCN(C(C2=CC1)C1=CC=C(OCCN2CCN(CC2)CCOCC(=O)O)C=C1)C1=CC=CC=C1